C(#N)C1=CC=C2C=3C(C4=C(C(C3NC2=C1)(C)C)C=C(C(=C4)CC)N4CCC(CC4)NC(CCCCNC4=C1CN(C(C1=CC=C4)=O)C4C(NC(CC4)=O)=O)=O)=O N-(1-(3-cyano-9-ethyl-6,6-dimethyl-11-oxo-6,11-dihydro-5H-benzo[b]carbazole-8-yl)piperidin-4-yl)-5-((2-(2,6-dioxopiperidin-3-yl)-1-oxoisoindolin-4-yl)amino)pentanamide